6-bromo-2-((6-chloro-4-methoxypyridin-3-yl)methoxy)-3-fluoropyridine BrC1=CC=C(C(=N1)OCC=1C=NC(=CC1OC)Cl)F